2-chloro-4-((4-hydroxybenzyl)amino)pyrimidin-5-carboxamide ClC1=NC=C(C(=N1)NCC1=CC=C(C=C1)O)C(=O)N